2-(6-Chloro-benzothiazol-2-ylamino)-1-(2-methoxy-ethyl)-1H-benzoimidazole-5-carboxylic acid [1-(2-hydroxy-ethyl)-piperidin-4-ylmethyl]-amide OCCN1CCC(CC1)CNC(=O)C1=CC2=C(N(C(=N2)NC=2SC3=C(N2)C=CC(=C3)Cl)CCOC)C=C1